C(#N)C=1N=CC(=NC1)NC1=NNC(=C1)C=1C(=CC=C2C=CC=NC12)OCCCNC(OC(C)(C)C)=O tert-Butyl {3-[(8-{3-[(5-cyanopyrazin-2-yl)amino]-1H-pyrazol-5-yl}quinolin-7-yl)oxy]propyl}carbamate